methyl({[1-(quinolin-7-yl)-1H-1,2,4-triazol-5-yl]methyl})amine hydrochloride Cl.CNCC1=NC=NN1C1=CC=C2C=CC=NC2=C1